tert-Butyl (E)-3-(4-bromo-2-oxopyridin-1(2H)-yl)acrylate BrC1=CC(N(C=C1)/C=C/C(=O)OC(C)(C)C)=O